ClC1=C(C=CC(=C1Cl)OC)B(O)O 2,3-DICHLORO-4-METHOXYPHENYLBORONIC ACID